CC1=NN(C=C1C(F)(F)F)CC12CC(C1)(C2)C(F)(F)F 3-methyl-4-(trifluoromethyl)-1-((3-(trifluoromethyl)bicyclo[1.1.1]pentan-1-yl)methyl)-1H-pyrazole